C1=2N3N=C(C=C3N=CC2NCCC1)O 2,3,7,10-tetrazatricyclo[7.4.0.02,6]trideca-1(9),3,5,7-tetraen-4-ol